CCC(CC)OOC(C(CCCCCCC(CCCCCCCC(=O)OOC(CC)CC)NCC1CCOCC1)(OC(CC)CC)OC(CC)CC)=O bis(3-pentyloxy)9-(((tetrahydro-2H-pyran-4-yl)methyl)amino)heptadecanedioic acid bis(3-pentyloxy) ester